(aminomethyl)-3-phenyloxazolidin-2-one NCC1N(C(OC1)=O)C1=CC=CC=C1